propyldimethylhydroxyethyl-ammonium chloride [Cl-].C(CC)[N+](CCO)(C)C